C1(=CC=CC=C1)C(C1=CC=CC=C1)OCC(C#C)=O 1-(phenylbenzyloxy)but-3-yn-2-one